C1(=CC=CC=C1)SCC(CSC1=CC=CC=C1)O 1,3-di(phenylthio)propane-2-ol